C(OC1=CC=C2C3=C1O[C@@H]1[C@]34CCN(C([C@@]4(CCC1=C)O)C2)CC2CC2)(OCCCCCCCCCCCCCCCC)=O [4aS,7aS,12bS]-3-(cyclopropylmethyl)-4a-hydroxy-7-methylene-2,3,4,4a,5,6,7,7a-octahydro-1H-4,12-methanobenzofuro[3,2-e]isoquinolin-9-yl hexadecyl carbonate